BrC1=C(C(N(C=C1)C)=O)N(C(OC(C)(C)C)=O)C(=O)OC(C)(C)C tert-butyl N-(4-bromo-1-methyl-2-oxo-3-pyridyl)-N-tert-butoxycarbonyl-carbamate